N-(4-((6-(3-butylureido)-7-isopropoxyquinazolin-4-yl)oxy)-3-fluorophenyl)-1-(4-fluorophenyl)-1H-1,2,4-triazole-3-carboxamide C(CCC)NC(NC=1C=C2C(=NC=NC2=CC1OC(C)C)OC1=C(C=C(C=C1)NC(=O)C1=NN(C=N1)C1=CC=C(C=C1)F)F)=O